NC1=NC2=C(C=3C=C(C=NC13)CCC1=C(C=C(C=C1)OC)C)C=CC(=C2)C(C(F)(F)P(O)(O)=O)=O 2-(5-amino-2-(4-methoxy-2-methylphenylethyl)benzo[f][1,7]naphthyridin-8-yl)-1,1-difluoro-2-oxoethyl-phosphonic acid